antimony-aluminum [Al].[Sb]